3-Oxo-2-(1H-pyrazol-4-yl)-6-[4-(trifluoromethyl)phenyl]-2,3-dihydropyridazine-4-carboxylic acid O=C1N(N=C(C=C1C(=O)O)C1=CC=C(C=C1)C(F)(F)F)C=1C=NNC1